FC1([C@]2(C[C@@H](C[C@@](C1)(N2)C)N(C=2N=CC(=NC2)C=2C=C1C=CN=CC1=CC2O)C)C)F 6-(5-(((1S,3R,5R)-6,6-difluoro-1,5-dimethyl-8-azabicyclo[3.2.1]octan-3-yl)(methyl)amino)pyrazin-2-yl)isoquinolin-7-ol